ClC=1C=CC(=C(C1)O)C1=C(C2=C(N=N1)N(C=N2)[C@H]2CN(CCC2)CC)C (R)-5-chloro-2-(7-(1-ethylpiperidin-3-yl)-4-methyl-7H-imidazo[4,5-c]pyridazin-3-yl)phenol